Methyl 8-(4,4-dimethylcyclohexyl)-9-(3-fluoro-5-((1-(3-fluoropropyl)azetidin-3-yl)methyl)pyridin-2-yl)-6,7-dihydro-5H-benzo[7]annulene-3-carboxylate CC1(CCC(CC1)C=1CCCC2=C(C1C1=NC=C(C=C1F)CC1CN(C1)CCCF)C=CC(=C2)C(=O)OC)C